cyano vinyl ketone C(=C)C(=O)C#N